(S)-2-(9-bromo-8-methoxy-1-propyl-5,6-dihydropyrrolo[2,1-a]isoquinoline-3-carboxamido)-4,4,4-trifluoro-2-methylbutanoic acid BrC1=C(C=C2CCN3C(C2=C1)=C(C=C3C(=O)N[C@](C(=O)O)(CC(F)(F)F)C)CCC)OC